C(#N)C=1C=NN2C1C(=CC(=C2)C=2C=NN(C2)C)C2CCN(CC2)C(=O)NCC=2C=NC(=CC2)N2N=CC(=C2)F 4-(3-cyano-6-(1-methyl-1H-pyrazol-4-yl)pyrazolo[1,5-a]pyridin-4-yl)-N-((6-(4-fluoro-1H-pyrazol-1-yl)pyridin-3-yl)methyl)piperidine-1-carboxamide